C(C)(C)(C)OC(=O)N1CCN(CC1)C1=C(C(=CC(=C1)CC(C)C)F)C#N 4-(2-cyano-3-fluoro-5-isobutylphenyl)piperazine-1-carboxylic acid tert-butyl ester